Cl.NC/C(/CN1N=CN(C1=O)CC1=CC=C(S1)C=1C=CC2=C(COC(N2)=O)C1)=C\F 6-[5-(1-[(2E)-2-(aminomethyl)-3-fluoroprop-2-en-1-yl]-5-oxo-1,5-dihydro-4H-1,2,4-triazol-4-ylmethyl)thiophen-2-yl]-1,4-dihydro-2H-3,1-benzoxazin-2-one hydrochloride